C(C1=CC=CC=C1)C1N(C(OC1([2H])[2H])=O)C(\C=C\C1=C(C=CC=C1)C(F)(F)F)=O (E)-4-benzyl-3-(3-(2-trifluoromethyl-phenyl)acryloyl)oxazolidine-2-one-5,5-d2